1-(cyclopropylmethyl)-6-((3-fluorobenzyl)thio)-5-phenyl-1H-pyrazolo[3,4-d]pyrimidin-4(5H)-one C1(CC1)CN1N=CC2=C1N=C(N(C2=O)C2=CC=CC=C2)SCC2=CC(=CC=C2)F